C1(CCCCC1)CN1C=CC2=CC=C(C=C12)NC1=NC=CC(=N1)NC=1C=NC2=CC=CC=C2C1 2-[1-(cyclohexylmethyl)-6-indolylamino]-4-(3-quinolylamino)pyrimidine